ClC1=C(C=C(C=C1)C1=CSC=2N=NN(C(C21)=O)CC(N2CCCC2)=O)C(F)(F)F 5-(4-chloro-3-(trifluoromethyl)phenyl)-3-(2-oxo-2-(pyrrolidin-1-yl)ethyl)thieno[2,3-d][1,2,3]triazin-4(3H)-one